C(C)(C)(C)OC(NC=1C=NC(=CC1)C(C(C)(C1=CC=C(C=C1)C(F)(F)F)C)O)=O (6-(1-Hydroxy-2-methyl-2-(4-(trifluoromethyl)phenyl)propyl)pyridin-3-yl)carbamic acid tert-butyl ester